C(#N)C[C@H]1CN(CCN1C(C=C)=O)C1=CC(=NC(=N1)C1=NC=CC=C1)C(=O)NC1=CC(=CC2=CC=CC=C12)O 6-[(3S)-3-(cyanomethyl)-4-prop-2-enoyl-piperazin-1-yl]-N-(3-hydroxy-1-naphthyl)-2-(2-pyridyl)pyrimidine-4-carboxamide